C(CCCCCCCCCC)C=1[N+](CCN1)(CCO)CC(=O)O 2-undecyl-N-carboxymethyl-N-hydroxyethylimidazolinium